4-(1-(4-methoxyphenyl)ethyl)-6-methyl-1-p-toluenesulfonyl-1,6-dihydro-7H-pyrrolo[2,3-c]pyridin-7-one COC1=CC=C(C=C1)C(C)C=1C2=C(C(N(C1)C)=O)N(C=C2)S(=O)(=O)C2=CC=C(C)C=C2